ClC=1C=NC(=NC1)N1CCC2(CC(C2)CCCCOC2=CC(=C(C=C2)CC(=O)N2CCN(CC2)C[C@@H]([C@H]([C@@H]([C@@H](CO)O)O)O)O)F)CC1 2-(4-(4-(7-(5-chloropyrimidin-2-yl)-7-azaspiro[3.5]nonan-2-yl)butoxy)-2-fluorophenyl)-1-(4-((2S,3R,4R,5R)-2,3,4,5,6-pentahydroxyhexyl)piperazin-1-yl)ethan-1-one